5-METHOXY-1-[(4-METHYLPHENYL)SULFONYL]-1H-INDOL-3-YLBORONIC ACID COC=1C=C2C(=CN(C2=CC1)S(=O)(=O)C1=CC=C(C=C1)C)B(O)O